trimethyl-(2-trimethylsilylethynyl)silane C[Si](C#C[Si](C)(C)C)(C)C